N-methyl-2-(2,5-dimethylphenoxymethyl)phenyl-oxamide CN(C(=O)C(=O)N)C1=C(C=CC=C1)COC1=C(C=CC(=C1)C)C